2-(4-methoxyphenyl)-3-oxo-N-[rac-(1S)-2,2,2-trifluoro-1-phenyl-ethyl]-6,8-dihydro-5H-imidazo[1,5-a]pyrazine-1-carboxamide COC1=CC=C(C=C1)N1C(N2C(CNCC2)=C1C(=O)N[C@H](C(F)(F)F)C1=CC=CC=C1)=O |r|